C1(=CCCCC1)CCC(C(=O)O)OC1=CC=C(C=C1)\C=C\C(C1=CC=CC=C1)=O 4-(Cyclohexen-1-yl)-2-[4-[(E)-3-oxo-3-phenylprop-1-enyl]phenoxy]butanoic acid